2,4-bis{4-[(3-dimethylaminopentyl)aminomethyl]phenyl}-7-phenyl-7H-pyrrolo[2,3-d]pyrimidine oxalate C(C(=O)O)(=O)O.CN(C(CCNCC1=CC=C(C=C1)C=1N=C(C2=C(N1)N(C=C2)C2=CC=CC=C2)C2=CC=C(C=C2)CNCCC(CC)N(C)C)CC)C